CC(C(C)=O)=O.[Ni] nickel butanedione